FC1(CN(C1)CCC=1C(=NC(=NC1)O)C(C)C)C 5-(2-(3-fluoro-3-methylazetidin-1-yl)ethyl)-4-isopropylpyrimidin-2-ol